[Si](C)(C)(C(C)(C)C)OC1=CC2=C(SC(=C2C)C(=O)NCCC(=O)OC(C)(C)C)C=C1OC Tert-butyl 3-(5-((tert-butyldimethylsilyl)oxy)-6-methoxy-3-methylbenzo[b]thiophene-2-carboxamido)propanoate